FC(CN1[C@@H](C2=CC=C3C(=C2C[C@H]1C)C=NN3)C3=C(C=C(C=C3)OC3CN(C3)CCCF)OC)F (6s,8r)-7-(2,2-difluoroethyl)-6-(4-((1-(3-fluoropropyl)azetidin-3-yl)oxy)-2-methoxyphenyl)-8-methyl-6,7,8,9-tetrahydro-3H-pyrazolo[4,3-f]isoquinoline